FC1=C(C=CC=C1)SSCC(F)(F)F (2,2,2-trifluoroethyl) (2-fluorophenyl) disulfide